dodecyl hydrogen citraconate C(\C(\C)=C/C(=O)O)(=O)OCCCCCCCCCCCC